benzene-1,4-dialdehyde C1(=CC=C(C=C1)C=O)C=O